O=C(C(=C)C)N1CCCCC1 1-(1-oxo-2-methyl-2-propenyl)piperidine